(methoxycarbonylmethylene)-triphenyl-phosphorane COC(=O)C=P(C1=CC=CC=C1)(C1=CC=CC=C1)C1=CC=CC=C1